N-methyl-1-(trifluoromethyl)-N'-[[5-(trifluoromethyl)-2-pyridyl]methyl]cyclopropanecarbohydrazide CN(NCC1=NC=C(C=C1)C(F)(F)F)C(=O)C1(CC1)C(F)(F)F